C(C1=CC=CC=C1)OC=1C(=C(C2=CC(=CC=C2C1)OCCCCCCO)F)N1CC(NS1(=O)=O)=O 5-[3-benzyloxy-1-fluoro-7-(6-hydroxyhexoxy)-2-naphthyl]-1,1-dioxo-1,2,5-thiadiazolidin-3-one